2-fluoro-4-methyl-5-(8-morpholinylimidazo[1,2-a]pyridin-6-yl)aniline methyl-2,2'-hexadecanediAmidodipropionate COC(C(C)NC(CCCCCCCCCCCCCCC(=O)NC(C(=O)O)C)=O)=O.FC1=C(N)C=C(C(=C1)C)C=1C=C(C=2N(C1)C=CN2)N2CCOCC2